CC1=CC(NC2=CC=C(C=C12)CC(=O)N1CCC(CC1)C[C@H](C(=O)NC)NC(C1=NC=C(C=C1)C1=CC=CC=C1)=O)=O (R)-N-(3-(1-(2-(4-methyl-2-oxo-1,2-dihydroquinolin-6-yl)acetyl)piperidin-4-yl)-1-(methylamino)-1-oxopropan-2-yl)-5-phenylpicolinamide